(R)-2-(((7-(2,2'-dichloro-4''-((2-(hydroxymethyl)pyrrolidin-1-yl)methyl)-[1,1':3',1''-terphenyl]-3-yl)-[1,2,4]triazolo[1,5-a]pyridin-2-yl)methyl)amino)ethan-1-ol ClC1=C(C=CC=C1C1=CC=2N(C=C1)N=C(N2)CNCCO)C2=C(C(=CC=C2)C2=CC=C(C=C2)CN2[C@H](CCC2)CO)Cl